(S)-(1-(1-ethyl-3-methyl-6-((1-(3,4,5-trimethoxyphenyl)-1H-imidazol-4-yl)amino)-1H-pyrazolo[3,4-d]pyrimidin-4-yl)pyrrolidin-2-yl)methanol C(C)N1N=C(C=2C1=NC(=NC2N2[C@@H](CCC2)CO)NC=2N=CN(C2)C2=CC(=C(C(=C2)OC)OC)OC)C